2-(6-bromo-5-nitro-2H-indazol-2-yl)-N,N-dimethylethan-1-amine BrC=1C(=CC2=CN(N=C2C1)CCN(C)C)[N+](=O)[O-]